BrC=1C(=CC2=C(CN([C@@H](O2)[C@@H]2CN(C(O2)=O)C(=O)OC(C)(C)C)C(=O)OCC2=CC=CC=C2)C1)F benzyl (S)-6-bromo-2-((S)-3-(tert-butoxycarbonyl)-2-oxooxazolidin-5-yl)-7-fluoro-2H-benzo[e][1,3]oxazine-3(4H)-carboxylate